N,N-diheptylaminoacetic acid C(CCCCCC)N(CCCCCCC)CC(=O)O